COC1=CC=C(CN2S(C=3N(C(C2)C(=O)OC)C(C(=C(C3C3=CC(=CC=C3)C(F)(F)F)CC3=CC=CC2=CC=CC=C32)C=C)=O)(=O)=O)C=C1 Methyl 2-(4-methoxybenzyl)-8-(naphthalen-1-ylmethyl)-6-oxo-9-(3-(trifluoromethyl)phenyl)-7-vinyl-3,4-dihydro-2H,6H-pyrido[1,2-e][1,2,5]thiadiazine-4-carboxylate 1,1-dioxide